C(#N)C1=CC=C(OC2=CC(=NC=C2)C(=O)N[C@@H]2C(N(C3=C(OC2)C=CC(=C3)C#CC(C)(C)O)C)=O)C=C1 (S)-4-(4-cyanophenoxy)-N-(7-(3-hydroxy-3-methylbut-1-yn-1-yl)-5-methyl-4-oxo-2,3,4,5-tetrahydrobenzo[b][1,4]oxazepin-3-yl)picolinamide